N[C@@H]1C2=CC(=CC=C2CC12CCNCC2)C#N (S)-1-amino-1,3-dihydrospiro[indene-2,4'-piperidine]-6-carbonitrile